4-(aminomethyl)azetidin-2-one 2'-O-methylcytidine-3'-phosphorothioate P(O)(O)(=S)O[C@H]1[C@H]([C@@H](O[C@@H]1CO)N1C(=O)N=C(N)C=C1)OC.NCC1CC(N1)=O